COC1=CC=C(C=C1)CN[C@H](CO)C(C)C (2S)-2-{[(4-methoxyphenyl)methyl]amino}-3-methylbutan-1-ol